amino-5-bromo-3-iodoisonicotinic acid methyl ester COC(C1=C(C(=NC=C1Br)N)I)=O